CC(C(C(=O)OCC)C1=CC(=NO1)N1CCC(CC1)CC=O)C ethyl 3-methyl-2-[3-[4-(2-oxoethyl)-1-piperidyl]isoxazol-5-yl]butanoate